2-(2,5-dimethoxyphenyl)-2-[(2-piperidine-4-ylethyl)amino]-N-(pyridine-4-ylmethyl)acetamid COC1=C(C=C(C=C1)OC)C(C(=O)NCC1=CC=NC=C1)NCCC1CCNCC1